N-[(1R)-1-[3-(1,3-Dimethylpyrazol-4-yl)-4-methoxy-phenyl]ethyl]-2-methyl-5-(4-methylpiperazin-1-yl)benzamide CN1N=C(C(=C1)C=1C=C(C=CC1OC)[C@@H](C)NC(C1=C(C=CC(=C1)N1CCN(CC1)C)C)=O)C